3-Bromo-4-chloro-1-tosyl-1H-pyrrolo[2,3-b]pyridine BrC1=CN(C2=NC=CC(=C21)Cl)S(=O)(=O)C2=CC=C(C)C=C2